O1CC[C@@H](C2=CC=CC=C12)NC(=O)C=1N(C2=CC=CC(=C2C1)C1=C(C(=CC(=C1)F)F)F)C(C)C N-[(4S)-3,4-dihydro-2H-chromen-4-yl]-1-(propan-2-yl)-4-(2,3,5-trifluorophenyl)-1H-indole-2-carboxamide